2-amino-4-[4-(3-fluorocyclobutoxy)phenyl]-6-sulfanyl-pyridine-3,5-dicarbonitrile NC1=NC(=C(C(=C1C#N)C1=CC=C(C=C1)OC1CC(C1)F)C#N)S